1-bromo-2-fluoro-4-iodo-5,6,7,8,9,10-hexahydrocyclohepta[b]indole BrC1=C2C3=C(NC2=C(C=C1F)I)CCCCC3